(2S,4R)-1-[(2S)-3,3-dimethyl-2-[4-[(tetrahydropyran-4-ylamino)methyl]triazol-1-yl]butanoyl]-4-hydroxy-N-methyl-pyrrolidine-2-carboxamide CC([C@@H](C(=O)N1[C@@H](C[C@H](C1)O)C(=O)NC)N1N=NC(=C1)CNC1CCOCC1)(C)C